ethyl 6-chloro-4-(2-(methylsulfonyl)ethyl)-3,4-dihydro-2H-benzo[b][1,4]oxazine-2-carboxylate ClC1=CC2=C(OC(CN2CCS(=O)(=O)C)C(=O)OCC)C=C1